(2,2,5-trimethyl-1,3-dioxan-5-yl)methanamine CC1(OCC(CO1)(C)CN)C